ClC1=C(C(=C(C=C1OC)OC)Cl)C1=CC2=C(N=C(N=C2)SC)C(=N1)N(C)C 6-(2,6-dichloro-3,5-dimethoxyphenyl)-N,N-dimethyl-2-(methylthio)pyrido[3,4-d]pyrimidine-8-amine